BrC=1N=C(N2C1C(=CC(=C2)S(=O)(=O)NC2(CC2)C([2H])([2H])[2H])Cl)C=2SC(=NN2)C(F)F 1-bromo-8-chloro-3-(5-difluoromethyl-1,3,4-thiadiazol-2-yl)-N-(1-(methyl-d3)cyclopropyl)imidazo[1,5-a]pyridin-6-sulfonamide